N-(pyridin-2-ylmethyl)oxazole-4-carboxamide N1=C(C=CC=C1)CNC(=O)C=1N=COC1